bis-N,N'-phenyl-1,4-Phenylenediamine C1(=CC=CC=C1)NC1=CC=C(C=C1)NC1=CC=CC=C1